CN1N=CC(=C1)C(C)OC=1C=C2C=CN=C(C2=CC1)NC=1C=NC(=NC1)C 6-(1-(1-methyl-1H-pyrazol-4-yl)ethoxy)-N-(2-methylpyrimidin-5-yl)isoquinolin-1-amine